BrC1=C2C(=C(N=C1)N)N(N=C2)COCC[Si](C)(C)C 4-bromo-1-((2-(trimethylsilyl)ethoxy)methyl)-1H-pyrazolo[3,4-c]pyridin-7-amine